C(N)(=N)C=1C=C(C=CC1C)NC(C1=C(N=C(C(=C1)Cl)C)N1CCC(CCC1)(F)F)=O N-(3-carbamimidoyl-4-methylphenyl)-5-chloro-2-(4,4-difluoroazepan-1-yl)-6-methylnicotinamide